C1(CCCC1)C(C1CCCC1)=C(C(=O)OCCC)C(=O)OCCC di-n-propyl (dicyclopentylmethylene)malonate